C(C1=CC=CC=C1)OC=1C=C(C=CC1)C=1C2=C(NC(N1)=S)NC(NC2=O)=O 5-(3-(Benzyloxy)phenyl)-7-thioxo-7,8-dihydropyrimido[4,5-d]pyrimidine-2,4(1H,3H)-dione